bromo-2-methyl-6-((tetrahydro-2H-pyran-4-yl)methoxy)pyridine BrC=1C(=NC(=CC1)OCC1CCOCC1)C